FCC([C@](O)(CC([O-])=O)C(CC)=O)[N+](C)(C)C fluoromethyl-propionyl-L-carnitine